(Z)-3-(hydroxyimino)-1-(1-((1s,4s)-4-isopropylcyclohexyl)piperidin-4-yl)indolin-2-one O\N=C\1/C(N(C2=CC=CC=C12)C1CCN(CC1)C1CCC(CC1)C(C)C)=O